N-(2-chlorophenyl)-N''-phenyl-guanidine ClC1=C(C=CC=C1)NC(=NC1=CC=CC=C1)N